4-(8-chloro-5-quinolyl)-2-methyl-6-[(6-piperazin-1-yl-3,4-dihydro-1H-isoquinolin-2-yl)methyl]morpholine ClC=1C=CC(=C2C=CC=NC12)N1CC(OC(C1)CN1CC2=CC=C(C=C2CC1)N1CCNCC1)C